[N-]=C=S.NC(=N)N guanidine isothiocyanate salt